FC(C(=O)O)(F)F.FC(C1=NN=C(O1)C=1C=CC(=NC1)CN1C(N(C(C1=O)(C)C)C1=CC(=CC=C1)C=1CCNCC1)=O)F 3-((5-(5-(difluoromethyl)-1,3,4-oxadiazol-2-yl)pyridin-2-yl)methyl)-5,5-dimethyl-1-(3-(1,2,3,6-tetrahydropyridin-4-yl)phenyl)imidazolidin-2,4-dione 2,2,2-trifluoroacetate